ClC1=CC=C(C=N1)CN1C(C=CC=C1)=NC(C(C(F)(F)F)(F)F)=O N-[1-((6-chloropyridin-3-yl)methyl)pyridin-2(1H)-ylidene]-2,2,3,3,3-pentafluoropropionamide